CN1C(N(C2=C1C(=CC=C2)N2CCNCC2)[C@@H]2C(NC(CC2)=O)=O)=O (3S)-3-[3-methyl-2-oxo-4-(piperazin-1-yl)-1,3-benzodiazol-1-yl]piperidine-2,6-dione